FC1=C2C=C(NC2=CC(=C1)OCC1=CC(=NO1)C)CNC(=O)C1(CC1)C N-((4-fluoro-6-((3-methylisoxazol-5-yl)methoxy)-1H-indol-2-yl)methyl)-1-methylcyclopropane-1-carboxamide